COC(=O)C=1C(N(C2=CC(=C(C=C2C1N)F)Br)C=1C=NC(=CC1)C)=O 4-Amino-7-bromo-6-fluoro-1-(6-methylpyridin-3-yl)-2-oxo-1,2-dihydroquinoline-3-carboxylic acid methyl ester